(1R,3S)-3-(3-{[(3-methoxy-1-methyl-1H-pyrazol-4-yl)acetyl]amino}-1H-pyrazol-5-yl)cyclopentyl (2S)-butan-2-ylcarbamate C[C@@H](CC)NC(O[C@H]1C[C@H](CC1)C1=CC(=NN1)NC(CC=1C(=NN(C1)C)OC)=O)=O